(7-bromo-2-chloro-6,8-difluoroquinazolin-4-yl)-6-methyl-1,4-oxazepan-6-ol BrC1=C(C=C2C(=NC(=NC2=C1F)Cl)C1OCC(CNC1)(O)C)F